C(C)(C)(C)C=1C(=C(C(=O)O)C=C(C1O)C(C)(C)C)C1=CC=CC=C1 3,5-di-tert-butyl-hydroxyphenylbenzoic acid